FC(C=1OC(=NN1)C=1SC(=CC1)CN1N=NC(=C1)C1=CC=C2C(=N1)NC=C2)F 2-(difluoromethyl)-5-[5-[[4-(1H-pyrrolo[2,3-b]pyridin-6-yl)triazol-1-yl]methyl]thiophen-2-yl]-1,3,4-oxadiazole